O1C(OCC1)N1CCCCC1 (1,3-Dioxolan-2-yl)piperidine